O=C(C(=O)NC=1C2=C(C=NC1)C=NN2COCC[Si](C)(C)C)N2[C@H](CC[C@@H](C2)C)C=2C=CC1=C(N=C(S1)CC(C)(C)N(C)C)C2 2-oxo-2-[(2R,5S)-2-[2-[2-(dimethylamino)-2-methyl-propyl]-1,3-benzothiazol-5-yl]-5-methyl-1-piperidyl]-N-[1-(2-trimethylsilylethoxymethyl)pyrazolo[4,3-c]pyridin-7-yl]acetamide